C1(=CC=C(C=C1)S(=O)(=O)OC1=C(C=CC=C1)NC(=O)NC1=C(C=CC=C1)OS(=O)(=O)C1=CC=C(C=C1)OC)C N-[2-(p-tolylsulfonyloxy)phenyl]-N'-[2-(p-methoxyphenylsulfonyloxy)phenyl]urea